N-(4-((2-Chloro-4-Fluorobenzyl)Oxy)-3-Fluorophenyl)-6-(1H-Tetrazol-5-Yl)Benzo[b]Thiophene-3-Carboxamide ClC1=C(COC2=C(C=C(C=C2)NC(=O)C=2C3=C(SC2)C=C(C=C3)C3=NN=NN3)F)C=CC(=C1)F